NCCCCCCCCNC=1C=CC(=C(C(=O)NC=2SC(=C(N2)C)C)C1)C 5-((8-Aminooctyl)amino)-N-(4,5-dimethylthiazol-2-yl)-2-methylbenzamide